(rac)-trans-3-amino-4-(3-boronopropyl)-1-(piperazin-1-ylsulfonyl)pyrrolidine-3-carboxylic acid, 2,2,2-trifluoroacetic acid salt FC(C(=O)O)(F)F.N[C@@]1(CN(C[C@H]1CCCB(O)O)S(=O)(=O)N1CCNCC1)C(=O)O |r|